C[C@H]1CN(CCC1)C1CCN(CC1)C1=NN=C(S1)C(=O)OCC ethyl 5-[(3R)-3-methyl[1,4'-bipiperidin]-1'-yl]-1,3,4-thiadiazole-2-carboxylate